4-(3-amino-1H-pyrazolo[4,3-b]pyridin-5-yl)-N-(3-(hydroxymethyl)cyclobutyl)-3-methylbenzenesulfonamide NC1=NNC=2C1=NC(=CC2)C2=C(C=C(C=C2)S(=O)(=O)NC2CC(C2)CO)C